[Na].S(=O)(=O)=NC=1C=C(C=CC1)C(C)(C)C1=CC=C(N)C=C1 4-(1-(3-sulfonylaminophenyl)-1-methylethyl)aniline sodium